3-(3-bromophenyl)propionic acid BrC=1C=C(C=CC1)CCC(=O)O